BrC1=C(C=CC(=C1)Cl)N1N=CC(=C1)[N+](=O)[O-] 1-(2-bromo-4-chlorophenyl)-4-nitropyrazole